C1(=CC=CC=C1)S(=O)(=O)OCCCCCCCC.[Mg] magnesium octyl benzenesulfonate